3-((3-butyl-3-ethyl-5-(4-fluorophenyl)-7-(methylthio)-1,1-dioxido-2,3,4,5-tetrahydro-1,5-benzothiazepin-8-yl)oxy)-2,2-dimethylpropanoic acid C(CCC)C1(CS(C2=C(N(C1)C1=CC=C(C=C1)F)C=C(C(=C2)OCC(C(=O)O)(C)C)SC)(=O)=O)CC